N1C=NC2=C1C=CC(=C2)N2CNC(C2C2=CC=CC=C2)=O 1-(1H-benzo[d]imidazol-5-yl)-5-phenylimidazolidin-4-one